ClC1=C(C=C(C=C1)C1=CC(=NN1CC1=CC=C(C=C1)C)C(=O)N[C@H]1[C@]2(CC[C@@H](C1(C)C)C2)C)C 5-(4-chloro-3-methylphenyl)-1-[(4-methylphenyl)methyl]-N-[(1S,2S,4R)-1,3,3-trimethyl-2-bicyclo[2.2.1]heptanyl]pyrazole-3-carboxamide